NC1=CC=C(C=C1)CCNC(\C=C\C=1C=NC=CC1)=O (E)-N-(4-aminophenylethyl)-3-(pyridin-3-yl)acrylamide